C(#N)C1=CC=C(COC2=CC=CC(=N2)N2CCN(CC2)CC2=NC3=C(N2CCOC)C=CC=C3)C=C1 2-[(4-{6-[(4-Cyanobenzyl)oxy]pyridin-2-yl}piperazin-1-yl)methyl]-1-(2-methoxyethyl)-1H-benzimidazol